4-chloro-7-fluoro-1-methyl-1H-pyrazolo[4,3-c]pyridine ClC1=NC=C(C2=C1C=NN2C)F